N1(N=NC=C1)C1CN(C1)C=1C=CC(=C2C=C(N=CC12)Cl)C(C)C 8-(3-(1H-1,2,3-triazol-1-yl)azetidin-1-yl)-3-chloro-5-isopropylisoquinoline